(5-(((1S,3'R,4'S,5'S,6'R)-5-chloro-3',4',5'-trihydroxy-6'-methyl-3',4',5',6'-tetrahydro-3H-spiro[isobenzofuran-1,2'-pyran]-6-yl)methyl)thiophene-2-yl)(morpholineyl)ketone ClC=1C=C2CO[C@]3(O[C@@H]([C@H]([C@@H]([C@H]3O)O)O)C)C2=CC1CC1=CC=C(S1)C(=O)N1CCOCC1